O.O.C(CC(O)(C(=O)[O-])CC(=O)[O-])(=O)[O-].[Na+].[Na+].[Na+] TriNatrium citrat-Dihydrat